(R)-3-methyl-6-(3-methylmorpholino)-4-(1-(methylsulfonyl)cyclopropyl)-N-(1H-pyrazol-5-yl)pyridin-2-amine CC=1C(=NC(=CC1C1(CC1)S(=O)(=O)C)N1[C@@H](COCC1)C)NC1=CC=NN1